2,2-difluoro-1-(1-neopentyl-6-(2-(trifluoromethyl)phenyl)-1H-indol-3-yl)ethan-1-one FC(C(=O)C1=CN(C2=CC(=CC=C12)C1=C(C=CC=C1)C(F)(F)F)CC(C)(C)C)F